BrC=1C=NN2C1N=C(C=C2)N2CC1(CN(C1)C(=O)OC(C)(C)C)C2 tert-butyl 6-(3-bromopyrazolo[1,5-a]pyrimidin-5-yl)-2,6-diazaspiro[3.3]heptane-2-carboxylate